N1=CC(=C2N1C=CC=N2)C=2C=CC=1N(N2)C(=CN1)C1=CC=CC(=N1)NC1CC2(CNC2)C1 N-(6-(6-(pyrazolo[1,5-a]pyrimidin-3-yl)imidazo[1,2-b]pyridazin-3-yl)pyridin-2-yl)-2-azaspiro[3.3]heptan-6-amine